N-(5-((6-((R)-3-(2-fluoro-3-methylphenyl)isoxazolidine-2-yl)pyrimidine-4-yl)amino)-4-methoxy-2-(4-(oxetane-3-yl)piperazine-1-yl)phenyl)acrylamide FC1=C(C=CC=C1C)[C@@H]1N(OCC1)C1=CC(=NC=N1)NC=1C(=CC(=C(C1)NC(C=C)=O)N1CCN(CC1)C1COC1)OC